1-cyclopropylethyl (4-(tert-butyl)-3-(3,3-difluorocyclobut-yl)-1-methyl-1H-pyrazol-5-yl)-carbamate C(C)(C)(C)C=1C(=NN(C1NC(OC(C)C1CC1)=O)C)C1CC(C1)(F)F